5-bromo-2-(6,6-dioxido-6-thia-2-azaspiro[3.5]nonan-2-yl)nicotinonitrile BrC=1C=NC(=C(C#N)C1)N1CC2(C1)CS(CCC2)(=O)=O